ClC1=NN(C=C1)C1=C(C=C(C=C1)F)[C@@H](C)OCC1=CC=C(C=C1)OC 3-chloro-1-(4-fluoro-2-((R)-1-((4-methoxybenzyl)oxy)ethyl)phenyl)-1H-pyrazol